L-ribofuranosyl-1H-benzimidazole C1([C@@H](O)[C@@H](O)[C@@H](O1)CO)N1C=NC2=C1C=CC=C2